C(C)(C)(C)C1=NN(C(=C1)N)C1=CC=C(C=C1)OCC 3-(Tert-butyl)-1-(4-ethoxyphenyl)-1H-pyrazol-5-amine